COC(C1=CC(=C(C=C1)CN[C@H](CO)C1=CC=C(C=C1)C)Br)=O (S)-3-bromo-4-(((2-hydroxy-1-(p-tolyl)ethyl)amino)methyl)benzoic acid methyl ester